C(=C)C(C(C(C(C(C=C)(F)F)(F)F)(F)F)(F)F)(F)F 1,5-divinylperfluoropentane